[1,2,4]triazin-4-amine hydrochloride salt Cl.N1=NCN(C=C1)N